1-(2-oxabicyclo[2.1.1]hexan-4-yl)-2-bromoethan-1-one C12OCC(C1)(C2)C(CBr)=O